C(C)(C)(C)OOC(CC(CC(C)(C)C)C)=O tert-butyl-3,5,5-trimethylperoxyhexanoate